COC(=O)C1(CCCC1)C=1C=2N(C=C(N1)C=1C=NN(C1)C)N=CC2 (6-(1-methyl-1H-pyrazol-4-yl)pyrazolo[1,5-a]pyrazin-4-yl)cyclopentane-1-carboxylic acid methyl ester